4-[6-(1-ethylpyrazol-4-yl)pyrazolo[1,5-a]pyrimidin-3-yl]-2,6-dimethoxy-N-(2,2,2-trifluoroethyl)benzamide C(C)N1N=CC(=C1)C=1C=NC=2N(C1)N=CC2C2=CC(=C(C(=O)NCC(F)(F)F)C(=C2)OC)OC